C1(=CC=CC=C1)N1N=C(N=N1)C=O (2-phenyltetrazol-5-yl)methanone